COC1=CC=C(CNC2=NN=C(C3=CC=CC=C23)C2=CC=C(C=C2)CCC)C=C1 N-(4-methoxybenzyl)-4-(4-propylphenyl)phthalazin-1-amine